6-((3-fluorobenzyl)thio)-1-methyl-5-(o-tolyl)-1H-pyrazolo[3,4-d]pyrimidin-4(5H)-one FC=1C=C(CSC=2N(C(C3=C(N2)N(N=C3)C)=O)C3=C(C=CC=C3)C)C=CC1